FC(C1=CC=CC=2C=C(SC21)N)(F)F 7-(trifluoromethyl)benzothiophen-2-amine